1,12-bis[2-(1-ethylpropylidene)hydrazino]-1,12-dodecanedione C(C)C(CC)=NNC(CCCCCCCCCCC(=O)NN=C(CC)CC)=O